6-((R)-3-(2,3-difluorophenyl)isoxazolidin-2-yl)-N-(4-(3-fluoro-4-(4-methylpiperazine-1-yl)piperidin-1-yl)-2-methoxyphenyl)pyrimidin-4-amine FC1=C(C=CC=C1F)[C@@H]1N(OCC1)C1=CC(=NC=N1)NC1=C(C=C(C=C1)N1CC(C(CC1)N1CCN(CC1)C)F)OC